1H-imidazole-1-propanoic acid N1(C=NC=C1)CCC(=O)O